5-thia-2-azaspiro[3.4]octane-2-carboxylate C1N(CC12SCCC2)C(=O)[O-]